FC1=C(CN2C=NC3=CC=C(C=C3C2=O)C(C)C)C=CC(=C1)C1=C2C(=NC=C1)NC(=N2)C=2C=NN(C2)C 3-(2-Fluoro-4-(2-(1-methyl-1H-pyrazol-4-yl)-3H-imidazo[4,5-b]pyridin-7-yl)benzyl)-6-isopropylquinazolin-4(3H)-one